3-(2-bromo-4-fluorobenzylmethylene)-5-(4-pyridyl)-N-methyl-4-piperidone BrC1=C(CC=C2CN(CC(C2=O)C2=CC=NC=C2)C)C=CC(=C1)F